naphthalene-2-yl-boric acid C1=C(C=CC2=CC=CC=C12)OB(O)O